COC1=C(C=C(C=C1)C=1SC(=C(N1)[C@@H](C)SC1=NC(=CC(=N1)N)N)C)OCCN1CCOCC1 (R)-2-((1-(2-(4-methoxy-3-(2-morpholinoethoxy)phenyl)-5-methylthiazol-4-yl)ethyl)thio)pyrimidine-4,6-diamine